COC([C@@H](CNC(=O)C1=CC2=NC=CC(=C2S1)C1=C(C=CC=C1)CC)N)=O.NC1=CC=C(OC2=C(C=C(C=C2C)C(C(F)(F)F)(C(F)(F)F)C2=CC(=C(C(=C2)C)OC2=CC=C(C=C2)N)C)C)C=C1 2,2-Bis[4-(4-Aminophenoxy)-3,5-dimethylphenyl]hexafluoropropane Methyl-(R)-2-amino-3-(7-(2-ethylphenyl)thieno[3,2-b]pyridine-2-carboxamido)propanoate